13C-cholesterol C[C@H](CCCC(C)C)[C@H]1CC[C@@H]2[C@@]1(CC[C@H]3[C@H]2CC=C4[C@@]3(CC[C@@H]([13CH2]4)O)C)C